C1(CC1)C1=NN(C=N1)C1CC2(CN(C2)C(=O)N2CC3(CN(C3)S(=O)(=O)C3=CC=C(C(=O)O)C=C3)C2)C1 4-[[6-[6-(3-cyclopropyl-1,2,4-triazol-1-yl)-2-azaspiro[3.3]heptane-2-carbonyl]-2,6-diazaspiro[3.3]heptane-2-yl]sulfonyl]benzoic acid